2-(4,7-diazaspiro[2.5]octan-7-yl)-7-(2,8-dimethylimidazo[1,2-b]pyridazin-6-yl)-[1,3,4]thiadiazolo[3,2-a]pyrimidin-5-one C1CC12NCCN(C2)C2=NN1C(=NC(=CC1=O)C=1C=C(C=3N(N1)C=C(N3)C)C)S2